OCC1=C(SC2=C1CCO[C@]21C[C@@H](N(CC1)CC=1C=NN(C1)C(CO)=C)C)C(F)(F)F 2-[4-[[(2'S,7R)-3-(hydroxymethyl)-2'-methyl-2-(trifluoromethyl)spiro[4,5-dihydrothieno[2,3-c]pyran-7,4'-piperidine]-1'-yl]methyl]pyrazol-1-yl]prop-2-en-1-ol